platinum-gallium-indium [In].[Ga].[Pt]